(E)-N'-(2,4-dichlorobenzylidene)thiazole-4-carbohydrazide ClC1=C(\C=N\NC(=O)C=2N=CSC2)C=CC(=C1)Cl